OC(C)(C)C1OCCN(C1)C=1C=CC(=NC1)NN1CC=2C(=NC=CC2C1=O)C1=CC=NC=C1 ((5-(2-(2-hydroxypropan-2-yl)morpholino)pyridin-2-yl)amino)-4-(pyridin-4-yl)-2,3-dihydro-1H-pyrrolo[3,4-c]pyridin-1-one